Cl.C(C)(C)(C)C1=CC=C(C=C1)N(C1=CC=CC2=CC=CC=C12)C N-(4-tert-butylphenyl)-N-methyl-1-naphthamine hydrochloride